ClC1=CC=C(NC(C)C)C=C1 4-chloro-N-isopropyl-aniline